1-(4-(1-(2-(3,4-dimethoxyphenyl)-3-isopropyl-1H-indol-5-yl)piperidin-4-yl)piperazin-1-yl)ethan-1-one COC=1C=C(C=CC1OC)C=1NC2=CC=C(C=C2C1C(C)C)N1CCC(CC1)N1CCN(CC1)C(C)=O